Methyl 2-(4-(2-methoxyphenyl)-6-methylnicotinamido)-4,6-dihydro-5H-pyrrolo[3,4-d]thiazole-5-carboxylate COC1=C(C=CC=C1)C1=CC(=NC=C1C(=O)NC=1SC2=C(N1)CN(C2)C(=O)OC)C